methyl 4-(((tert-butyldimethylsilyl) oxy) methyl)-6-formylpicolinate [Si](C)(C)(C(C)(C)C)OCC1=CC(=NC(=C1)C=O)C(=O)OC